5-methyldiethylenetriamine CC(NCCN)CN